N-{4-[(1E)-N-CARBAMIMIDOYLETHANEHYDRAZONOYL]PHENYL}-1H-INDOLE C(N)(=N)N/N=C(\C)/C1=CC=C(C=C1)N1C=CC2=CC=CC=C12